FC(C=1C=C(CCNC2CCC3=CC(=CC=C23)/C=C/C(=O)NO)C=C(C1)C(F)(F)F)(F)F (E)-3-(1-((3,5-bis(trifluoromethyl)phenethyl)amino)-2,3-dihydro-1H-inden-5-yl)-N-hydroxyacrylamide